C(CC)(=O)SC1=NC=C(C=C1)[N+](=O)[O-] propanoyl-thio(5-nitropyridine)